acetyl-acetone (ethyl acetate) C(C)CC(=O)O.C(C)(=O)CC(C)=O